oximinoacetamide N(O)=CC(=O)N